N-(4-(4-Amino-6-ethynyl-5-(quinolin-3-yl)-7H-pyrrolo[2,3-d]pyrimidin-7-yl)bicyclo-[2.2.1]heptan-1-yl)-5-(dimethylamino)pyrazine-2-carboxamide NC=1C2=C(N=CN1)N(C(=C2C=2C=NC1=CC=CC=C1C2)C#C)C21CCC(CC2)(C1)NC(=O)C1=NC=C(N=C1)N(C)C